[C@@H]1([C@H](O)[C@@H](O)[C@H](O)CO1)CC(C)O 1-C-(beta-D-xylopyranosyl)-2-hydroxy-propane